ClC(C1=NC(=NO1)C1=CC=C(CP(NC2=CC(=CC=C2)Cl)(=O)C)C=C1)(F)F P-(4-(5-(chlorodifluoromethyl)-1,2,4-oxadiazol-3-yl)benzyl)-N-(3-chlorophenyl)-P-methylphosphinic amide